(S)-2-(methoxymethoxy)-3-methyl-7-(2-(1-methyl-1H-pyrazol-4-yl)morpholino)-9-(methylthio)-4H-pyrazino[1,2-a]pyrimidin-4-one COCOC=1N=C2N(C(C1C)=O)C=C(N=C2SC)N2C[C@@H](OCC2)C=2C=NN(C2)C